aluminum-boron carbon [C].[B].[Al]